(3R,5R)-1-{2-[1-(cyclopropylmethyl)-1H-pyrrolo[2,3-b]pyridin-2-yl]-1-[(1,5-dimethyl-1H-pyrazol-4-yl)methyl]-7-methoxy-1H-1,3-benzodiazole-5-carbonyl}-5-fluoropiperidin-3-amine C1(CC1)CN1C(=CC=2C1=NC=CC2)C2=NC1=C(N2CC=2C=NN(C2C)C)C(=CC(=C1)C(=O)N1C[C@@H](C[C@H](C1)F)N)OC